C(C)(C)(C)OC(=O)NN(C(OC(C)(C)C)=O)C=NS(=O)(=O)C(F)(F)F tert-butyl [(tert-Butoxycarbonyl)amino]{[(trifluoromethyl)-sulfonyl]imino}methylcarbamate